S(N)N thiodiamine